C1(CC1)C1=CC=C2C(=N1)C(CN2C2=CC(=NC=N2)NC=2C=C(C(=NC2OC)N(C)CCN(C)C)N)(C)C N5-(6-(5-cyclopropyl-3,3-dimethyl-2,3-dihydro-1H-pyrrolo[3,2-b]pyridin-1-yl)pyrimidin-4-yl)-N2-(2-(dimethylamino)ethyl)-6-methoxy-N2-methylpyridin-2,3,5-triamine